COC(=O)[C@H]1N([C@H]([Se][C@@H]1CC(OC)OC)C(C)(C)C)C=O (2R,4R,5R)-2-(tert-butyl)-5-(2,2-dimethoxyethyl)-3-formyl-1,3-selenazolidine-4-carboxylic acid methyl ester